C(=CC=C(C(=O)OCC)C(=O)OCC)(C(=O)OCC)C(=O)OCC tetraethyl buta-1,3-diene-1,1,4,4-tetracarboxylate